(S)-N-(5-(4-(3-(cyanomethyl)-4-(2-fluoroacryloyl)piperazin-1-yl)quinazolin-6-yl)-2-methoxypyridin-3-yl)-2,4-difluoro-benzenesulfonamide C(#N)C[C@H]1CN(CCN1C(C(=C)F)=O)C1=NC=NC2=CC=C(C=C12)C=1C=C(C(=NC1)OC)NS(=O)(=O)C1=C(C=C(C=C1)F)F